N-(6-((5-bromo-2-((5-chloro-2-methoxy-4-(4-(4-methylpiperazin-1-yl)piperidin-1-yl)phenyl)amino)pyrimidin-4-yl)amino)benzo[d][1,3]dioxol-5-yl)-N-methylmethanesulfonamide BrC=1C(=NC(=NC1)NC1=C(C=C(C(=C1)Cl)N1CCC(CC1)N1CCN(CC1)C)OC)NC=1C(=CC2=C(OCO2)C1)N(S(=O)(=O)C)C